O1CCOC2=C1C=CC(=C2)C=2N(C(=CC2C(=O)OC)C2=C1C(=NC=C2)N(C=C1)S(=O)(=O)C1=CC=CC=C1)COCC[Si](C)(C)C Methyl 2-(2,3-dihydro-1,4-benzodioxin-6-yl)-5-[1-(phenylsulfonyl)-1H-pyrrolo[2,3-b]pyridin-4-yl]-1-{[2-(trimethylsilyl)ethoxy]methyl}-1H-pyrrole-3-carboxylate